FC(CC1=C2C=CNC2=C(C(=C1OC=1C=CC(=C(C1)C1=NC(=NN1C)[C@@]1(CCOC2=C(C=CC=C12)CCC(=O)O)C)F)F)F)F 3-[(4R)-4-[5-[5-[[4-(2,2-difluoroethyl)-6,7-difluoro-1H-indol-5-yl]oxy]-2-fluoro-phenyl]-1-methyl-1,2,4-triazol-3-yl]-4-methyl-chroman-8-yl]propanoic acid